4-(aminomethyl)-6-(5-(m-tolyloxy)pyridin-3-yl)phthalazin-1(2H)-one NCC1=NNC(C2=CC=C(C=C12)C=1C=NC=C(C1)OC=1C=C(C=CC1)C)=O